(R)-3-(isoquinolin-4-yl)-2-oxo-1-((1r,4R)-4-(trifluoromethyl)cyclohexyl)imidazolidine-4-carbonitrile C1=NC=C(C2=CC=CC=C12)N1C(N(C[C@@H]1C#N)C1CCC(CC1)C(F)(F)F)=O